N-((1r,4r)-4-(3-(5-chloro-4-(5,5-dimethyl-5,6-dihydro-4H-pyrrolo[1,2-b]pyrazol-3-yl)pyridin-2-yl)ureido)cyclohexyl)-2-(dimethylamino)cyclopropylcarboxamide ClC=1C(=CC(=NC1)NC(NC1CCC(CC1)NC(=O)C1C(C1)N(C)C)=O)C1=C2N(N=C1)CC(C2)(C)C